methyl (2-(3-(3-(pentan-3-ylcarbamoyl)-1H-pyrazol-5-yl)phenyl)oxazole-5-carbonyl)-L-valinate CCC(CC)NC(=O)C1=NNC(=C1)C=1C=C(C=CC1)C=1OC(=CN1)C(=O)N[C@@H](C(C)C)C(=O)OC